N-(((2R,3S,4R,5R)-5-(6-Amino-9H-purin-9-yl)-3,4-dihydroxytetrahydrofuran-2-yl)methyl)quinoline-7-sulfonamide NC1=C2N=CN(C2=NC=N1)[C@H]1[C@@H]([C@@H]([C@H](O1)CNS(=O)(=O)C1=CC=C2C=CC=NC2=C1)O)O